CS(=O)[O-].[Mg+2].CS(=O)[O-] magnesium methanesulfinate